ClC1=CC(=C(C(=O)NC2=CC(=CC=C2)C#N)C=C1Cl)OC1=CC(=C(C=C1)F)OC 4,5-dichloro-N-(3-cyanophenyl)-2-(4-fluoro-3-methoxyphenoxy)benzamide